CSC1=C(C(OC(=C1)C1=CC=C(C=C1)N1CCOCC1)=O)C#N 4-(methylthio)-6-(4-morpholinophenyl)-2-oxo-2H-pyran-3-carbonitrile